tert-Butyl 4-(1-(4,6-diisopropylpyrimidin-5-yl)-6-fluoro-7-(2-fluorophenyl)-2-oxo-1,2-dihydropyrido[2,3-d]pyrimidin-4-yl)-cis-2,6-dimethylpiperazine-1-carboxylate C(C)(C)C1=NC=NC(=C1N1C(N=C(C2=C1N=C(C(=C2)F)C2=C(C=CC=C2)F)N2C[C@@H](N([C@@H](C2)C)C(=O)OC(C)(C)C)C)=O)C(C)C